BrC1=CC=C2N=CC(=NC2=C1)C=1C(=NN(C1)C(=O)OC(C)(C)C)C1CC1 tert-butyl 4-(7-bromoquinoxalin-2-yl)-3-cyclopropyl-1H-pyrazole-1-carboxylate